ClC1=C(C=C(C=C1)Cl)NC([C@H](C1=CC=C(C=C1)C=1N=NN(N1)C)[C@@H]1CC(CC1)(F)F)=O (S)-N-(2,5-Dichlorophenyl)-2-((S)-3,3-difluorocyclopentyl)-2-(4-(2-methyl-2H-tetrazol-5-yl)phenyl)acetamide